zinc dithiophosphate salt P(=S)([S-])([O-])[O-].[Zn+2].P(=S)([S-])([O-])[O-].[Zn+2].[Zn+2]